(8-(4-chloro-5-fluoro-6-methoxybenzo[d]thiazol-2-yl)-3-methoxyquinoxalin-6-yl)methanol methyl-5-methyl-2H-spiro[benzofuran-3,4'-piperidine]-6-carboxylate CN1CCC2(CC1)COC1=C2C=C(C(=C1)C(=O)OCC=1C=C2N=C(C=NC2=C(C1)C=1SC2=C(N1)C(=C(C(=C2)OC)F)Cl)OC)C